[H+].C1=CC2=C(C(=C1)Cl)SC=C2CO[C@H](CN3C=CN=C3)C4=C(C=C(C=C4)Cl)Cl The molecule is an organic cation obtained by protonation of the imidazole group of (S)-sertaconazole It is a conjugate acid of a (S)-sertaconazole. It is an enantiomer of an arasertaconazole(1+).